C(CCCCCCCCCCC)C1=CC=C(C=C1)C1=CC=C(C=C1)C#N 4-dodecyl-4'-cyanobiphenyl